CN1CC(OCC1)COC=1C=NC=CC1C#N 3-{[4-methylmorpholin-2-yl]methoxy}pyridine-4-carbonitrile